O=C1CCC(N1)CNC([O-])=O ((5-oxopyrrolidin-2-yl)methyl)carbamate